COC(C(=C)CNC=1C=C(C2=C(CCO2)C1C#N)C1=CC=C(C=C1)C(C)C)=O Methyl-2-[[[4-cyano-7-(4-isopropylphenyl)-2,3-dihydrobenzofuran-5-yl]amino]methyl]prop-2-enoat